C(C)(C)(C)OC(NC1CCCCC1)=NC1CCCCC1 O-tert-butyl-N,N'-dicyclohexyl-isourea